5-fluoro-2-isopropyl-N-(4-methyl-3-(4,4,5,5-tetramethyl-1,3,2-dioxaborolan-2-yl)phenyl)isonicotinamide FC1=CN=C(C=C1C(=O)NC1=CC(=C(C=C1)C)B1OC(C(O1)(C)C)(C)C)C(C)C